N[C@@H](C(=O)O)[C@@H](CC1=CC=CC=C1)C1=CNC2=CC=CC=C12 (2R,3S)-2-amino-3-(1H-indol-3-yl)-4-phenylbutanoic acid